C(C=C)C1CCCC(CCC1)CC=C 1,5-diallyl-cyclooctane